NC(C(=O)O)C1=NC=C(C=C1)Br.C(C)(C)(C)OOC(C)(C)C1=CC(=CC=C1)C(C)(C)OOC(C)(C)C 1,3-bis(t-butylperoxy-isopropyl)benzene 2-amino-2-(5-bromopyridin-2-yl)acetate